FC1([C@@H](CN(CC1)C1=NC2=C(N1CC1=NC=C(C#N)C=C1)C=C(C=C2)F)NCCO)F (R)-6-((2-(4,4-Difluoro-3-((2-hydroxyethyl)amino)piperidin-1-yl)-6-fluoro-1H-benzo[d]imidazol-1-yl)methyl)nicotinonitril